N1N=CC=C1C(=O)O pyrazole-5-carboxylic acid